6-bromo-2-chloro-3-[(1-methylpyrazol-4-yl)methyl]quinazolin-4-one BrC=1C=C2C(N(C(=NC2=CC1)Cl)CC=1C=NN(C1)C)=O